(2R,3R)-2-AMINO-3-HYDROXY-SUCCINIC ACID N[C@@H](C(=O)O)[C@H](C(=O)O)O